azaspiro[3.3]heptane-6-carboxamide N1CCC12CC(C2)C(=O)N